methyl 3-bromo-6-[3-(3,6-dichloro-5-methyl-pyridazin-4-yl)propylamino]pyridine-2-carboxylate BrC=1C(=NC(=CC1)NCCCC1=C(N=NC(=C1C)Cl)Cl)C(=O)OC